C(C1=CC=C(C=C1)OCC(CSC1=CC=C(C=C1)Cl)O)(C1=CC=C(C=C1)OCC(CSC1=CC=C(C=C1)Cl)O)C1=CC=C(C=C1)OCC(CSC1=CC=C(C=C1)Cl)O 3,3',3''-((methanetriyltris(benzene-4,1-diyl))tris(oxy))tris(1-((4-chlorophenyl)thio)propan-2-ol)